(E)-N-[1-(2-nitrophenyl)-1H-pyrrol-2-yl-allylideneamino]-guanidine DL-lactate C(C(O)C)(=O)O.[N+](=O)([O-])C1=C(C=CC=C1)N1C(=CC=C1)C=CC=NN\C(=N\[H])\N